1-(4-{3-[(1r,3R,5S,7r)-3,5-dimethyladamantan-1-yl]ureido}benzoyl)piperidine-3-carboxylic acid methyl ester COC(=O)C1CN(CCC1)C(C1=CC=C(C=C1)NC(=O)NC12C[C@]3(C[C@](CC(C1)C3)(C2)C)C)=O